(1R,2S)-1-(5-chloropyrimidin-2-yl)-N-(5-cyclopentyl-4-(4,6-dimethoxypyrimidin-5-yl)-4H-1,2,4-triazol-3-yl)-1-methoxypropane-2-sulfonamide ClC=1C=NC(=NC1)[C@H]([C@H](C)S(=O)(=O)NC1=NN=C(N1C=1C(=NC=NC1OC)OC)C1CCCC1)OC